FC(C(=O)O)(F)F.O=C1N(CCC(N1)=O)C1=NN(C2=CC(=CC=C12)[C@@H]1C(CN(CC1)CC(=O)O)(F)F)C 2-[(4R)-4-[3-(2,4-dioxohexahydropyrimidin-1-yl)-1-methyl-indazol-6-yl]-3,3-difluoro-1-piperidinyl]acetic acid trifluoroacetate